CC1=NN=C(C2=CC(=CC=C12)O[C@@H]1COCC1)N[C@H](C)C1=C(C(=CC=C1)C(F)(F)F)C 4-Methyl-N-((R)-1-(2-methyl-3-(trifluoromethyl)phenyl)ethyl)-7-(((S)-tetrahydrofurane-3-yl)oxy)phthalazin-1-amine